2-benzylthiotetrazole C(C1=CC=CC=C1)SN1N=CN=N1